(S)-4-((3-fluoropyridin-4-yl)methyl)oxazolidin-2-one FC=1C=NC=CC1C[C@@H]1NC(OC1)=O